8,9-dichloro-7-(2,6-difluoro-3-methoxy-phenyl)-5-methyl-5H-pyrimido[1,2-a][1,4]benzodiazepin-3-one ClC1=C(C=CC2=C1C(=NC(C=1N2C=CC(N1)=O)C)C1=C(C(=CC=C1F)OC)F)Cl